CN(CCCNC(=O)C1CCN(CC1)C1=NN=C(C=2C1=NN(C2C)C2=CC=C(C=C2)C)C2=CC=CC=C2)C N-(3-(dimethylamino)propyl)-1-(3-methyl-4-phenyl-2-(p-tolyl)-2H-pyrazolo[3,4-d]pyridazin-7-yl)piperidine-4-carboxamide